5-acetyl-2-((2-fluoro-4-iodophenyl)amino)-4-methylthiophene-3-carboxylic acid C(C)(=O)C1=C(C(=C(S1)NC1=C(C=C(C=C1)I)F)C(=O)O)C